N-Cbzaminohexanoic acid C(=O)(OCC1=CC=CC=C1)NC(C(=O)O)CCCC